isobutyl-4-oxooctahydro-6H-3,6-methanopyrrolo[3,2-c]pyridine C(C(C)C)N1CC2C3C(NC(CC31)C2)=O